4-(2,6-dimethoxyphenyl)-2-methyl-5-phenyloxazole COC1=C(C(=CC=C1)OC)C=1N=C(OC1C1=CC=CC=C1)C